[Ru]=O.[Ir] iridium ruthenium oxide